ferrous dihydroxysuccinate OC(C(C(=O)[O-])O)C(=O)[O-].[Fe+2]